2-(adamantan-1-yl)-6-bromo-4-methylphenol C12(CC3CC(CC(C1)C3)C2)C2=C(C(=CC(=C2)C)Br)O